1-(5-chloro-3-oxo-2,3-dihydropyridazin-4-yl)cyclopropane-1-carboxylic acid ClC1=C(C(NN=C1)=O)C1(CC1)C(=O)O